C12C3CCC(N3CC(N1)C2)=O 6,9-diazatricyclo[6.1.1.02,6]decan-5-one